C1(CC1)C1=NC=NC(=C1C1=NC(=CC(=N1)O)C)OC 2-(4-cyclopropyl-6-methoxy-pyrimidin-5-yl)-6-methyl-pyrimidin-4-ol